BrC1CCC2=C(NC1=O)C=CC(=C2)F 3-bromo-7-fluoro-1,3,4,5-tetrahydro-2H-benzo[b]azepine-2-one